ONC(C)N N-hydroxyethanediamine